4-fluoro-2-(3-fluorophenyl)pyrrolidine hydrochloride Cl.FC1CC(NC1)C1=CC(=CC=C1)F